CC(C1=CC(=C(C(=C1)C)O)C)(C1=CC(=C(C(=C1)C)O)C)C 4,4'-(dimethylmethylene)bis(2,6-dimethylphenol)